ClC=1C=C2C=CN(C2=C(C1)C1=C2C(=NC=C1)C=C(S2)CN2C(C1C(C1C2=O)(C)C)=O)CC2(CCN(CC2)CC2CC2)C#N 4-((5-chloro-7-(2-((6,6-dimethyl-2,4-dioxo-3-azabicyclo[3.1.0]hexan-3-yl)methyl)thieno[3,2-b]pyridin-7-yl)-1H-indol-1-yl)methyl)-1-(cyclopropylmethyl)piperidine-4-carbonitrile